4-eicosyl-1,3-dioxolane C(CCCCCCCCCCCCCCCCCCC)C1OCOC1